8-ethynyl-2-trifluoromethyl-2H-benzopyran-3-carboxylic acid C(#C)C1=CC=CC=2C=C(C(OC21)C(F)(F)F)C(=O)O